OC1=NC(=C(C=C1Cl)Cl)Cl 2-hydroxy-3,5,6-trichloropyridine